C12C(CC(CC1)O2)C#CC=2C(=CC(=NC2)Cl)N2CCC(CC2)(O)C (5-((7-oxabicyclo[2.2.1]hept-2-yl)ethynyl)-2-chloropyridin-4-yl)-4-methylpiperidin-4-ol